FC1=C(C#N)C=C(C=C1)[N+](=O)[O-] 2-fluoro-5-nitrobenzonitrile